1-bromo-4-(4-chlorophenyl)naphthalen BrC1=CC=C(C2=CC=CC=C12)C1=CC=C(C=C1)Cl